(Z)-3-heptenal C(C\C=C/CCC)=O